(Z)-2-(4-((6-chloro-7-fluoro-1H-indol-3-yl)methylene)-2,5-dioxoimidazol-1-yl)-2-(4-cyano-3-fluorophenyl)-N-(2-hydroxyethyl)acetamide ClC1=CC=C2C(=CNC2=C1F)\C=C\1/NC(N(C1=O)C(C(=O)NCCO)C1=CC(=C(C=C1)C#N)F)=O